Cl.C(CCCCCCC\C=C/CCCCCCCC)(=O)OC[C@@H](CCCN)OC(CCCCCCC\C=C/CCCCCCCC)=O (R)-5-aminopentane-1,2-diyl dioleate hydrochloride